FCOC[C@H](C)NC(=O)C1=NC(=C(C=C1)N1CC(C1)OC)OCC1COC1 N-[(2S)-1-(fluoromethoxy)prop-2-yl]-5-(3-methoxyazetidin-1-yl)-6-[(oxetan-3-yl)methoxy]pyridine-2-carboxamide